2,6-bis(3-fluorobenzylidene)cyclohexanone methyl-2-(2,6-dichloro-3-(isopropylamino)phenyl)acetate COC(CC1=C(C(=CC=C1Cl)NC(C)C)Cl)=O.FC=1C=C(C=C2C(C(CCC2)=CC2=CC(=CC=C2)F)=O)C=CC1